4-(4-Amino-3-(4-methylpiperidin-1-yl)phenyl)piperazine-1-carboxylic acid tert-butyl ester C(C)(C)(C)OC(=O)N1CCN(CC1)C1=CC(=C(C=C1)N)N1CCC(CC1)C